Cl.OC1=C(C=C(C=C1)CO)CO 4-hydroxy-1,3-benzenedimethanol hydrochloride